potassium butenoate C(C=CC)(=O)[O-].[K+]